ClC1=NC=C2N(C(N(C2=N1)C1OCCC(C1)C#N)=O)C (2-chloro-7-methyl-8-oxo-7,8-dihydro-9H-purin-9-yl)tetrahydro-2H-pyran-4-carbonitrile